C(C(C)C)C=1N(C2=C(C=NC(=C2)C2=NC(=NS2)C)N1)[C@H]1C[C@H](CCC1)NC(OC(C)(C)C)=O tert-butyl ((1S,3R)-3-(2-isobutyl-6-(3-methyl-1,2,4-thiadiazol-5-yl)-1H-imidazo[4,5-c]pyridin-1-yl)cyclohexyl)carbamate